C1=CC=C(C=C1)C(=O)N The molecule is an aromatic amide that consists of benzene bearing a single carboxamido substituent. The parent of the class of benzamides.